nickel-nickel chromium [Cr].[Ni].[Ni]